6-(5-amino-2-chlorophenyl)-N-(oxetan-3-yl)-8,9-dihydroimidazo[1',2':1,6]pyrido[2,3-d]pyrimidin-2-amine NC=1C=CC(=C(C1)C1=CC2=C(N=C(N=C2)NC2COC2)N2C1=NCC2)Cl